FC=1C=C2C=COC3(NCC4=CC=CC=C34)C2=CC1 6-fluoro-spiro(isochromene-1,1'-isoindoline)